FC1=CC(=C(C=C1C1=CN=NC(=C1)OC)O)C=1N=NC(=CC1)N1CC(CC1)NC1(CC1)CF 4-fluoro-2-[6-(3-{[1-(fluoromethyl)cyclopropyl]amino}pyrrolidin-1-yl)pyridazin-3-yl]-5-(6-methoxypyridazin-4-yl)phenol